N-[4-amino-6-(trifluoromethyl)pyridazin-3-yl]-5-(1-cyanocyclopropyl)-3-ethylsulfanyl-N-methyl-pyridine-2-carboxamide NC1=C(N=NC(=C1)C(F)(F)F)N(C(=O)C1=NC=C(C=C1SCC)C1(CC1)C#N)C